N-[(2-aminoquinolin-7-yl)methyl]-N-(4-fluoro-2-methanesulfonylphenyl)pyridine-3-carboxamide NC1=NC2=CC(=CC=C2C=C1)CN(C(=O)C=1C=NC=CC1)C1=C(C=C(C=C1)F)S(=O)(=O)C